C(C)(C)N(C(C)C)CCC1=CC=CC2=CC=CC(=C12)OC N-isopropyl-N-(2-(8-methoxynaphthalen-1-yl)ethyl)propan-2-amine